COC=1C(=C2C=CNC2=C(C1)C)CN1[C@H](CC2(CC(C2)C(F)(F)F)CC1)C1=CC=C(C(=O)O)C=C1 4-((2s,4s,6r)-7-((5-methoxy-7-methyl-1H-indol-4-yl)methyl)-2-(trifluoromethyl)-7-azaspiro[3.5]nonan-6-yl)benzoic acid